4-methoxyazo-benzene COC1=CC=C(C=C1)N=NC1=CC=CC=C1